C(C)(=O)N1\C(\C(C2=CC=CC=C12)=O)=C\C=1SC2=C(N1)C=C(C=C2)CNS(=O)(=O)C (E)-N-((2-((1-acetyl-3-oxoindolin-2-ylidene)methyl)-benzo[d]thiazol-5-yl)methyl)meth-anesulfonamide